CC=1OC2=C(C1C(=O)NC1CC3(CNC3)C1)C=C(C=C2)OCC2=C(N=CS2)C 2-methyl-5-((4-methylthiazol-5-yl)methoxy)-N-(2-azaspiro[3.3]heptan-6-yl)benzofuran-3-carboxamide